BrC1=C2C=C(NC2=C(C(=C1F)F)C(=O)O)C 4-bromo-5,6-difluoro-2-methyl-1H-indole-7-carboxylic acid